CN1CCN(CC1)CC=1C=C(C=C(C1)C(F)(F)F)NC(=O)C1=CSC=2CN(CCC21)CC=2C=NC=CC2 N-(3-((4-Methylpiperazin-1-yl)Methyl)-5-(Trifluoromethyl)Phenyl)-6-(Pyridin-3-Ylmethyl)-4,5,6,7-Tetrahydrothieno[2,3-c]Pyridin-3-Carboxamid